4'-(2-fluorobenzyl)-2,2':6',2''-terpyridine FC1=C(CC2=CC(=NC(=C2)C2=NC=CC=C2)C2=NC=CC=C2)C=CC=C1